CN1C(=NN=C1)[C@H](C=1C=C(C=CC1)N1C(C2=CC(=CC(=C2C1)C(F)(F)F)CNC1(CCC1)C)=O)C1CC(C1)OC(F)(F)F 2-(3-((S)-(4-methyl-4H-1,2,4-triazol-3-yl)((1r,3S)-3-(trifluoromethoxy)-cyclobutyl)methyl)phenyl)-6-(((1-methylcyclobutyl)amino)methyl)-4-(trifluoro-methyl)isoindolin-1-one